tert-butyl 8-(difluoromethoxy)-4,4-dimethyl-1-oxo-3H-isoquinoline-2-carboxylate FC(OC=1C=CC=C2C(CN(C(C12)=O)C(=O)OC(C)(C)C)(C)C)F